3-(2-Fluoro-3,5-dimethoxyphenyl)-8-[(3-hydroxyazetidin-1-yl)carbonyl]-1-methyl-1,3,4,7-tetrahydro-2H-pyrrolo[3',2':5,6]pyrido[4,3-d]pyrimidin-2-one FC1=C(C=C(C=C1OC)OC)N1C(N(C2=C(C1)C=NC1=C2C=C(N1)C(=O)N1CC(C1)O)C)=O